C(C)[S@](=O)(=N)C1=CC=C(NC=2C(=NC(=C(N2)NC)C=2C3=C(C=NC2)N(C=N3)C)C(=O)N)C=C1 (R)-3-[4-(Ethylsulfonimidoyl)anilino]-5-(methylamino)-6-(3-methylimidazo[4,5-c]pyridin-7-yl)pyrazine-2-carboxamide